C(CCCCCC)O[Ti](OCCCCCCC)(OCCCCCCC)OCCCCCCC Tetraheptoxytitanium